ClC1=C(C=C2C=C(N=CC2=C1)NC(=O)[C@H]1[C@@H](C1)C=1C=NN(C1)C)[C@@H]1C[C@H](C1)N1CC(C1)F (1R,2R)-N-(7-chloro-6-(trans-3-(3-fluoroazetidin-1-yl)cyclobutyl)isoquinolin-3-yl)-2-(1-methyl-1H-pyrazol-4-yl)cyclopropane-1-carboxamide